1-((3,3-difluorocyclobutyl)methyl)-4-methyl-3-(3,3,3-trifluoroprop-1-en-2-yl)-1H-pyrazole-5-carbonitrile FC1(CC(C1)CN1N=C(C(=C1C#N)C)C(=C)C(F)(F)F)F